2-(2-oxo-3H-benzimidazol-1-yl)acetic acid O=C1NC2=C(N1CC(=O)O)C=CC=C2